C(C)(C)(C)N(C(=O)OCC1=NC=CC=C1F)[C@@H](C)C=1N(N=CN1)C1=NN(C(CC1)=O)C (3-fluoro-2-pyridyl)methanol tert-butyl-N-[(1S)-1-[2-(1-methyl-6-oxo-4,5-dihydropyridazin-3-yl)-1,2,4-triazol-3-yl]ethyl]carbamate